Cl.N1=CN=C(C2=C1NC=C2)N2CCSC(=C2)C(=O)N2C[C@@H]1[C@H](CC2)CCN1 (4-(7H-pyrrolo[2,3-d]pyrimidin-4-yl)-3,4-dihydro-2H-1,4-thiazin-6-yl)((3aS,7aS)-octahydro-6H-pyrrolo[2,3-c]pyridin-6-yl)methanone hydrochloride